tert-butyl N-cyclopropyl-N-[1-[5-fluoro-7-[(8-fluoro-7-methoxy-2-methyl-imidazo[1,2-a]pyridin-6-yl)carbamoyl]-2-methyl-indazol-4-yl]-4-piperidyl]carbamate C1(CC1)N(C(OC(C)(C)C)=O)C1CCN(CC1)C=1C2=CN(N=C2C(=CC1F)C(NC=1C(=C(C=2N(C1)C=C(N2)C)F)OC)=O)C